(8S)-N-((4-carbamimidoylthiophen-2-yl)methyl)-7-((4-phenoxypentanoyl)glycyl)-1,4-dioxa-7-azaspiro[4.4]nonane-8-carboxamide C(N)(=N)C=1C=C(SC1)CNC(=O)[C@H]1N(CC2(OCCO2)C1)C(CNC(CCC(C)OC1=CC=CC=C1)=O)=O